NC1=CC(=C(C=C1C)C(CC1=C(C=CC=C1)C)=O)C 1-(4-amino-2,5-dimethylphenyl)-2-(o-tolyl)ethan-1-one